methyl 6-chloro-3-(3-(4-chloro-3,5-dimethylphenoxy)propyl)-7-(1,3,5-trimethyl-1H-pyrazol-4-yl)-1H-indole-2-carboxylate ClC1=CC=C2C(=C(NC2=C1C=1C(=NN(C1C)C)C)C(=O)OC)CCCOC1=CC(=C(C(=C1)C)Cl)C